COC=1C=C2CCN(CC2=CC1NC1=NC2=CC(=CC=C2C=N1)NCC(=O)N1CCCC1)C 2-({2-[(6-methoxy-2-methyl-1,2,3,4-tetrahydroisoquinolin-7-yl)amino]quinazolin-7-yl}amino)-1-(pyrrolidin-1-yl)ethan-1-one